4-((4-(4,4-Dimethylcyclohexyl)phenyl)amino)pyrrolidin-2-one CC1(CCC(CC1)C1=CC=C(C=C1)NC1CC(NC1)=O)C